C1(CCCCC1)NC(CNC(C1=CC=C(C=C1)[N+]#[C-])=O)=O N-(2-(cyclohexylamino)-2-oxoethyl)-4-isocyanobenzamide